The molecule is an isoxazoline that is the ethyl ester of isoxadifen. It is used as a herbicide safener, especially in conjunction with the herbicides fenoxaprop-P-ethyl and iodosulfuron-methyl-sodium. It is not approved for use within the European Union. It has a role as a herbicide safener and an agrochemical. It is an ethyl ester and an isoxazoline. It derives from an isoxadifen. CCOC(=O)C1=NOC(C1)(C2=CC=CC=C2)C3=CC=CC=C3